ClC1=CC=C2C(C(=COC2=C1)C#N)=O 7-chloro-4-oxo-4H-chromene-3-carbonitrile